8-Fluoro-7-iodo-4-methyl-3-oxo-3,4-dihydro-2H-benzo[b][1,4]oxazine-6-Formaldehyde FC1=C(C(=CC2=C1OCC(N2C)=O)C=O)I